bicyclo[2.2.2]octane-1,4-diyl-dimethanol C12(CCC(CC1)(CC2)CO)CO